(E)-3-((3-(2-(pyridin-2-yl)vinyl)-1H-indazol-5-yl)methyl)benzonitrile N1=C(C=CC=C1)/C=C/C1=NNC2=CC=C(C=C12)CC=1C=C(C#N)C=CC1